BrC=1C(=NC(=NC1)NC=1C=CC2=C(NN=C2C1)Cl)NC1=C(C=CC=C1)CS(=O)(=O)N (2-((5-bromo-2-((3-chloro-2H-indazol-6-yl)amino)pyrimidin-4-yl)amino)phenyl)methylsulfonamide